1-(4-(1-(2,6-dichlorophenyl)azetidin-3-yl)-2,6-dimethylbenzyl)-3-methylpiperidine-4-carboxylic acid, formic acid salt C(=O)O.ClC1=C(C(=CC=C1)Cl)N1CC(C1)C1=CC(=C(CN2CC(C(CC2)C(=O)O)C)C(=C1)C)C